(1,3-Dimethyl-azetidin-3-yl)-[3-(2-methoxy-ethoxymethyl)-phenyl]-(4-trifluoromethoxy-phenyl)-methanol CN1CC(C1)(C)C(O)(C1=CC=C(C=C1)OC(F)(F)F)C1=CC(=CC=C1)COCCOC